ClC1=CC=NC(=C1C=O)N1C(C=2C(=C3CCCCN3C2CC1)F)=O 4-chloro-2-(10-fluoro-1-oxo-3,4,6,7,8,9-hexahydropyrido[3,4-b]indolizin-2(1H)-yl)nicotinaldehyde